oct-4-ene-1,8-diamine C(CCC=CCCCN)N